sec-butyl (S)-(R)-2-aminopropionate N[C@H](C(=O)OC(C)CC)C